ClC=1C(=C(C(=CC1)OC)C1=CC(=NC=C1C(=O)NC=1SC=2N=C(N=CC2N1)N1CCN(CC1)C)C)F 4-(3-Chloro-2-fluoro-6-methoxyphenyl)-6-methyl-N-(5-(4-methylpiperazin-1-yl)thiazolo[5,4-d]pyrimidin-2-yl)nicotinamide